ClC1=CC=C(C=C1)NC=1C=NC=CC1NC(=O)C=1C=NC(=CC1)NS(=O)(=O)C N-{3-[(4-Chlorophenyl)amino]pyridin-4-yl}-6-methanesulfonamidopyridine-3-carboxamide